N[C@H]1C2N(CC1CC2)C(=O)C2=CC1=C(C(=C(O1)C=1N(C3=CC(=CC=C3C1)N1CCNCC1)CC1CC1)C)C=C2 ((7R)-7-amino-2-azabicyclo[2.2.1]hept-2-yl)(2-(1-(cyclopropylmethyl)-6-(piperazin-1-yl)-1H-indol-2-yl)-3-methylbenzofuran-6-yl)methanone